2-(2-(2-dimethylaminoethoxy)-ethylmethylamino)-ethanol CN(CCOCCN(CCO)C)C